tert-butyl 4-[5-[3-(4-amino-1-isopropyl-pyrazolo[3,4-d]pyrimidin-3-yl)-5-cyclopropyl-isoxazol-4-yl]pyrazin-2-yl]-3,6-dihydro-2H-pyridine-1-carboxylate NC1=C2C(=NC=N1)N(N=C2C2=NOC(=C2C=2N=CC(=NC2)C=2CCN(CC2)C(=O)OC(C)(C)C)C2CC2)C(C)C